(1R)-1-ethynyl-6-(3-methoxy-4-nitrobenzoyl)-6-azaspiro[2.5]octane C(#C)[C@@H]1CC12CCN(CC2)C(C2=CC(=C(C=C2)[N+](=O)[O-])OC)=O